C(#N)N=C(NCCCCCC1CN(CC1)C(=O)C=1SC=CC1)NC1=C(C=NC=C1)F 2-cyano-1-(5-(1-(2-thienylformyl)pyrrolidine-3-yl)pentyl)-3-(3-fluoro-4-pyridinyl)guanidine